octadecane-3,13-diol CCC(CCCCCCCCCC(CCCCC)O)O